1,7-dioxo-1,7-dihydro-3H-spiro[indolizine-2,4'-piperidine]-1'-carboxylic acid tert-butyl ester C(C)(C)(C)OC(=O)N1CCC2(CC1)C(C1=CC(C=CN1C2)=O)=O